2-((S)-2-hydroxy-2-((S)-1,2,3,4-tetrahydroisoquinolin-3-yl)ethyl)-4,4-dimethyl-6-(1,7-diazaspiro[3.5]nonane-7-carbonyl)-3,4-dihydroisoquinolin-1(2H)-one hydrochloride Cl.O[C@@H](CN1C(C2=CC=C(C=C2C(C1)(C)C)C(=O)N1CCC2(CCN2)CC1)=O)[C@H]1NCC2=CC=CC=C2C1